CNC1=CC=C(C=C1)O 4-N-methylaminophenol